C1(=CC=CC=C1)C(C(OS(=O)(=O)C1=CC=C(C=C1)C)C1=CC=CC=C1)=O 1,2-diphenyl-2-(p-tolylsulfonyloxy)ethanone